N-tertbutyl-diethanolamine C(C)(C)(C)N(CCO)CCO